magnesium (II) sulfate S(=O)(=O)([O-])[O-].[Mg+2]